[NH4+].C(CCCCCCCCCCCCCCC)OC=1C(C(=O)O)=CC(=C(C1C)C)C cetyltrimethylsalicylic acid ammonium